1-(Perfluorohexyl)octane FC(C(C(C(C(C(F)(F)F)(F)F)(F)F)(F)F)(F)F)(CCCCCCCC)F